COC=1C(=C(C=CC1)SC1=C(C=CC=C1)Br)[N+](=O)[O-] (2-bromophenyl) (3-methoxy-2-nitrophenyl) sulfide